C(C1=CC=CC=C1)OC(=O)N1C(CC(CC1)(F)F)C1=CC=CC=C1 4,4-difluoro-2-phenyl-piperidine-1-carboxylic acid benzyl ester